COC1=C(CN(S(=O)(=O)C2=C(C=C(C=C2F)N2CC(CCC2)(CCC2=NC(=CC=C2)C(F)(F)F)N(C)C)F)C2=NC=NC=C2)C=CC(=C1)OC N-(2,4-Dimethoxybenzyl)-4-(3-(dimethylamino)-3-(2-(6-(trifluoromethyl)pyridin-2-yl)ethyl)piperidin-1-yl)-2,6-difluoro-N-(pyrimidin-4-yl)benzenesulfonamide